(oxetan-2-ylmethyl)-1-tetrahydropyran-2-yl-indazole-5-carboxylic acid methyl ester COC(=O)C=1C=C2C(=NN(C2=CC1)C1OCCCC1)CC1OCC1